NS(=NC(=O)NC1=C2CCCC2=CC=2CCCC12)(=O)C1=CC=C(C=C1)CO 1-[amino[4-(hydroxymethyl)phenyl]oxo-λ6-sulfanylidene]-3-(1,2,3,5,6,7-hexahydro-s-indacen-4-yl)urea